BrC1(NC=CC=C1)C(=O)O 2-bromopicolinic acid